5-(3-Ethoxy-2-fluoro-3-oxopropyl)pyridine C(C)OC(C(CC=1C=CC=NC1)F)=O